3-boronopropyl-2-azabicyclo[3.2.0]heptane-1-carboxylic Acid B(O)(O)CCCN1C2(CCC2CC1)C(=O)O